5-bromo-1-(2-((2-((3-chloro-2-fluorophenylmethyl)amino)-2-oxoethyl)(cyclopropyl)amino)-2-oxoethyl)-1H-indazole-3-carboxamide BrC=1C=C2C(=NN(C2=CC1)CC(=O)N(C1CC1)CC(=O)NCC1=C(C(=CC=C1)Cl)F)C(=O)N